FC=1C=C(C=C2NC(C(=NC12)C)=O)CN1CCN(CC1)C=1C(=NC(=CC1)C)C(=O)NCCF (4-((8-fluoro-2-methyl-3-oxo-3,4-dihydroquinoxalin-6-yl)methyl)piperazin-1-yl)-N-(2-fluoroethyl)-6-methylpyridinecarboxamide